[F-].C(CCCC)[N+]1(CCCC1)CCCC 1-Pentyl-1-butylpyrrolidinium fluorid